N1(CCC(CC1)C(=O)OC([C@H](C)O[Si](C)(C)C(C)(C)C)O)C(=O)[O-] 4-((2S)-2-((tert-butyldimethylsilyl) oxy)-1-hydroxypropyl) piperidine-1,4-dicarboxylate